OCCC1=C(C=O)C(=CC(=C1)CCO)[N+](=O)[O-] 2,4-bis(2-hydroxyethyl)-6-nitrobenzaldehyde